[N+](=O)([O-])C1=CC=C(C=C1)C(=O)OCC1N(CC=CC1)C(=O)OC(C)(C)C tert-butyl 2-({[(4-nitrophenyl)carbonyl]oxy}methyl)-3,6-dihydropyridine-1(2H)-carboxylate